COC=1C(=C2C=CN(C2=C(C1)C)C(=O)OC(C)(C)C)CN1C(CC2(CC2)CC1)C=1C(=NC(=CC1)C(=O)OC)NC tert-butyl 5-methoxy-4-({5-[6-(methoxycarbonyl)-2-(methylamino)pyridin-3-yl]-6-azaspiro[2.5]octan-6-yl}methyl)-7-methylindole-1-carboxylate